CN([C@H]1CO[C@@H](CC1)C=1N=NN(C1)[C@@H]1CC[C@H](CC1)C1=NN=C(N1C)[C@@H](C)OC1=CC(=CC=C1)C(C)C)C (3R,6s)-N,N-dimethyl-6-{1-[trans-4-(4-methyl-5-{(1R)-1-[3-(propan-2-yl)phenoxy]ethyl}-4H-1,2,4-triazol-3-yl)cyclohexyl]-1H-1,2,3-triazol-4-yl}tetrahydro-2H-pyran-3-amine